N-(10,11-dihydro-5H-benzo[b]pyrido[3,4-f]azepin-7-yl)-4-(pyridin-4-ylamino)benzamide ((1S,2S)-2-((tert-butoxycarbonyl)amino)cyclopentyl)methyl-methanesulfonate C(C)(C)(C)OC(=O)N[C@@H]1[C@@H](CCC1)CCS(=O)(=O)O.C1=NC=CC2=C1CCC1=C(N2)C=C(C=C1)NC(C1=CC=C(C=C1)NC1=CC=NC=C1)=O